FC=1C=CC(=C(C1)N1CSCC1=O)C 3-(5-fluoro-2-methylphenyl)-thiazolidin-4-one